7-[1-(2,2-difluoroethyl)-1H-pyrazolo[3,4-b]pyrazin-6-yl]-N-[4-(trifluoromethyl)pyridin-2-yl]-7-azaspiro[3.5]nonan-2-amine FC(CN1N=CC=2C1=NC(=CN2)N2CCC1(CC(C1)NC1=NC=CC(=C1)C(F)(F)F)CC2)F